The molecule is the non-proteinogenic L-alpha-amino acid that is norspermidine (1,5,9-triazanonane) carboxylated with S-configuration at the 2-position. It is a conjugate base of a carboxynorspermidine(2+). It derives from a hydride of a bis(3-aminopropyl)amine. C(CN)CNCC[C@@H](C(=O)O)N